3-(6-methyl-4-(methylsulfonyl)-1-oxoisoindolin-2-yl)piperidine-2,6-dione CC1=CC(=C2CN(C(C2=C1)=O)C1C(NC(CC1)=O)=O)S(=O)(=O)C